C(CCCCCCC)C1=CC=C(C=C1)N=NC1=CC=C(C=C1)C1=CC=C(C=C1)C(=O)OC1=C(C2=CC=CC=C2C=C1)C1=C(C=CC2=CC=CC=C12)OC(=O)C1=CC=C(C=C1)C1=CC=C(C=C1)N=NC1=CC=C(C=C1)CCCCCCCC [1,1'-binaphthalene]-2,2'-diyl bis(4'-((4-octylphenyl)diazenyl)-[1,1'-biphenyl]-4-carboxylate)